3-{4-[(6-amino-1H-pyrrolo[2,3-b]pyridin-4-yl)oxy]phenyl}-1-[3-(trifluoromethyl)phenyl]-2,4-imidazolidinedione NC1=CC(=C2C(=N1)NC=C2)OC2=CC=C(C=C2)N2C(N(CC2=O)C2=CC(=CC=C2)C(F)(F)F)=O